(1-(4-cyclobutyl-5-(5-(hydroxymethyl)-4H-1,2,4-triazol-3-yl)-2-methylbenzoyl)piperidin-4-yl)benzonitrile C1(CCC1)C1=CC(=C(C(=O)N2CCC(CC2)C2=C(C#N)C=CC=C2)C=C1C1=NN=C(N1)CO)C